FC1=C(C=C(C(=C1)F)C=1OC(=NN1)C)NC(N(C1CCNCC1)C1=CC=CC=C1)=O N'-[2,4-difluoro-5-(5-methyl-1,3,4-oxadiazol-2-yl)phenyl]-N-phenyl-N-4-piperidinylurea